2-{4-[(morpholin-4-yl)methyl]phenyl}-1-(2,2,2-trifluoroethyl)-1H-indol N1(CCOCC1)CC1=CC=C(C=C1)C=1N(C2=CC=CC=C2C1)CC(F)(F)F